bis(2,4-dimethylpentyl)itaconate CC(COC(C(=C)CC(=O)OCC(CC(C)C)C)=O)CC(C)C